(R)-N-(3-(1-((2-Amino-5-chloropyridin-3-yl)oxy)ethyl)phenyl)chinolin-6-carboxamid NC1=NC=C(C=C1O[C@H](C)C=1C=C(C=CC1)NC(=O)C=1C=C2C=CC=NC2=CC1)Cl